ClC1=C(OC2=CC3=CN(N=C3C=C2)C)C(=CC(=C1)[N+](=O)[O-])Cl 5-(2,6-dichloro-4-nitrophenoxy)-2-methyl-2H-indazole